4-(2-cyanophenyl)-N-(4-nitrophenyl)piperazine-1-thiocarboxamide C(#N)C1=C(C=CC=C1)N1CCN(CC1)C(NC1=CC=C(C=C1)[N+](=O)[O-])=S